C(C)OC(=O)C1CCN(CC1)C=1C(=NC=C(C1)CCCOC)Br (2-bromo-5-(3-methoxypropyl)pyridin-3-yl)piperidine-4-carboxylic acid ethyl ester